NC1=C(C(=O)OC)C(=CC(=C1)OCC1CCC1)C methyl 2-amino-4-(cyclobutylmethoxy)-6-methylbenzoate